ClC1=CC=C(C(=N1)OC(C(F)F)C)C(=O)NCC1=C(C=C(C=C1)OC)OC 6-chloro-2-(2,2-difluoro-1-methyl-ethoxy)-N-[(2,4-dimethoxyphenyl)methyl]pyridine-3-carboxamide